5-Amino-N-(4-(4-amino-2-ethyl-1H-imidazo[4,5-c]quinolin-1-yl)butyl)pyrazine-2-carboxamide NC=1N=CC(=NC1)C(=O)NCCCCN1C(=NC=2C(=NC=3C=CC=CC3C21)N)CC